BrC1=C2C(=NC(=C1)Cl)C(=CS2)C 7-bromo-5-chloro-3-methylthieno[3,2-b]pyridine